CN(CCCN1C2=CC=C3C(=C2C=2C1=NC=1CCCCC1C2NCCCN(C)C)C=CC=C3)C N1-(7-(3-(dimethylamino)propyl)-9,10,11,12-tetrahydro-7H-benzo[4,5]indolo[2,3-b]quinolin-13-yl)-N3,N3-dimethylpropane-1,3-diamine